2-((3S,6R)-6-(1-bromo-8-((2,4-dimethoxybenzyl)amino)imidazo[1,5-a]pyrazin-3-yl)morpholin-3-yl)propan-2-ol BrC=1N=C(N2C1C(=NC=C2)NCC2=C(C=C(C=C2)OC)OC)[C@@H]2OC[C@H](NC2)C(C)(C)O